16-(cyanomethyl)-14-fluoro-9,17-dimethyl-10-oxa-2,12,18,20-tetrazapentacyclo[9.7.1.14,7.02,8.015,19]icosa-1(18),11(19),12,14,16-pentaene-20-carboxylate C(#N)CC=1C2=C(C=NC=3OC(C4C5CCC(CN4C(=NC1C)C23)N5C(=O)[O-])C)F